O=C1OC2=CC(=CC=C2C2=C1C=CC=C2)OCC(=O)NCC2=NC=CN=C2 2-((6-oxo-6H-benzo[c]chromen-3-yl)oxy)-N-(pyrazin-2-ylmethyl)acetamide